lanthanum chloride hydrate O.[Cl-].[La+3].[Cl-].[Cl-]